1-(4-{3-[(1r,3R,5S,7r)-3,5-dimethyladamantane-1-yl]ureido}benzoyl)piperidine-4-carboxylic acid ethyl ester C(C)OC(=O)C1CCN(CC1)C(C1=CC=C(C=C1)NC(=O)NC12C[C@]3(C[C@](CC(C1)C3)(C2)C)C)=O